C1(CC1)C1=CC=C(C=N1)NC(=O)[C@H]1CC12CCN(CC2)C(=O)OC(C(F)(F)F)C(F)(F)F 1,1,1,3,3,3-hexafluoro-propan-2-yl (S)-1-((6-cyclopropyl-pyridin-3-yl)carbamoyl)-6-azaspiro[2.5]octane-6-carboxylate